meso-tetraphenylporphyrine C1=CC=C(C=C1)C2=C3C=CC(=C(C4=NC(=C(C5=CC=C(N5)C(=C6C=CC2=N6)C7=CC=CC=C7)C8=CC=CC=C8)C=C4)C9=CC=CC=C9)N3